OC1C(N(CCC1)C(C(C)SC)=O)C=1NC(=CN1)C1=CC=C(C=C1)C 1-(3-hydroxy-2-(5-(p-tolyl)-1H-imidazol-2-yl)piperidin-1-yl)-2-(methylthio)propan-1-one